FC=1C=CC(=NC1)NC(CC1(NN2C(NC=3C=CC=CC3C2=O)=C1)C(=O)O)=O 2-(((5-fluoropyridin-2-yl)amino)-2-oxoethyl)-9-oxo-4,9-dihydropyrazolo[5,1-b]quinazoline-2-carboxylic acid